glycerol ricinoleate C(CCCCCCC\C=C/C[C@H](O)CCCCCC)(=O)OCC(O)CO